3-((3S,4S)-4-amino-3-methyl-2-oxa-8-azaspiro[4.5]decan-8-yl)-6-((2-chloro-3-methylphenyl)thio)pyrazin-2(1H)-one N[C@@H]1[C@@H](OCC12CCN(CC2)C=2C(NC(=CN2)SC2=C(C(=CC=C2)C)Cl)=O)C